O1C(CCCC1)OCCOC=1C=C2C=CC(=NC2=CC1)C=O 6-(2-((tetrahydro-2H-pyran-2-yl)oxy)ethoxy)quinoline-2-carbaldehyde